(1R)-trans-3-(1-propenyl)-2,2-dimethylcyclopropanecarboxylic acid C(=CC)[C@H]1C([C@@H]1C(=O)O)(C)C